3-[1,4']Bipiperidinyl-1'-yl-4-fluoro-5,5-dimethyl-11-oxo-6,11-dihydro-5H-pyrido[4,3-b]carbazole-8-carbonitrile N1(CCCCC1)C1CCN(CC1)C1=C(C=2C(C=3NC=4C=C(C=CC4C3C(C2C=N1)=O)C#N)(C)C)F